ClC=1C(=C(C=CC1OCC1CC1)NC=1C2=C(N=CN1)C=CC(=N2)N2CCNCC2)F N-[3-chloro-4-(cyclopropylmethoxy)-2-fluoro-phenyl]-6-piperazin-1-yl-pyrido[3,2-d]pyrimidin-4-amine